C(C)(C)O[Ti](OC(C)C)(OC(C)C)OC(C)C tetra-isopropoxytitanium (IV)